[Si](C)(C)(C(C)(C)C)O[C@H]1[C@@H](S[C@@H]([C@H]1O)CO)N1C=2N=C(NC(C2N=C1)=O)NC(C(C)C)=O N-(9-((2R,3R,4S,5R)-3-((tert-butyldimethylsilyl)oxy)-4-hydroxy-5-(hydroxymethyl)tetrahydrothiophen-2-yl)-6-oxo-6,9-dihydro-1H-purin-2-yl)isobutyramide